N-((2-(6-((cis)-2,6-dimethylmorpholino)-4-fluoropyridin-2-yl)-1,6-naphthyridin-7-yl)methyl)-3-(hydroxymethyl)-5-(methylsulfonyl)benzamide C[C@@H]1O[C@@H](CN(C1)C1=CC(=CC(=N1)C1=NC2=CC(=NC=C2C=C1)CNC(C1=CC(=CC(=C1)S(=O)(=O)C)CO)=O)F)C